glyceryl stearate dioleate C(CCCCCCC\C=C/CCCCCCCC)(=O)O.C(CCCCCCC\C=C/CCCCCCCC)(=O)O.C(CCCCCCCCCCCCCCCCC)(=O)OCC(O)CO